3-(5-amino-2-((2-(pyridin-2-yl)propan-2-yl)amino)-8-(pyrimidin-4-yl)-[1,2,4]triazolo[1,5-c]pyrimidin-7-yl)benzonitrile NC1=NC(=C(C=2N1N=C(N2)NC(C)(C)C2=NC=CC=C2)C2=NC=NC=C2)C=2C=C(C#N)C=CC2